COCCOC1=CC=C(C=C1)C=1C=C2CCC3(C(C2=CC1)NC(O[C@@H]1CN2CCC1CC2)=O)CC3 (S)-quinuclidin-3-yl (6'-(4-(2-methoxyethoxy)phenyl)-3',4'-dihydro-1'H-spiro[cyclopropane-1,2'-naphthalen]-1'-yl)carbamate